N-((3-(5-Chloro-4-(((ethyl(methyl)amino)methylen)amino)-2-methylphenoxy)phenyl)(isopropyl)(oxo)-λ6-sulfaneyliden)-2,2,2-trifluoroacetamid ClC=1C(=CC(=C(OC=2C=C(C=CC2)S(=NC(C(F)(F)F)=O)(=O)C(C)C)C1)C)N=CN(C)CC